N-{2-[3-chloro-6-(4-methylpiperazin-1-yl)pyridin-2-yl]-5-(2,6-difluoro-4-methoxyphenyl)-1-methyl-3-oxo-2,3-dihydro-1H-pyrazol-4-yl}-4-(difluoromethoxy)benzamide ClC=1C(=NC(=CC1)N1CCN(CC1)C)N1N(C(=C(C1=O)NC(C1=CC=C(C=C1)OC(F)F)=O)C1=C(C=C(C=C1F)OC)F)C